4-[[(1S,5R)-3-bicyclo[3.1.0]hexyl]oxy]-2-tert-butyl-N-[(E,1S)-1-methyl-3-methylsulfonyl-allyl]pyrimidine-5-carboxamide disodium N-palmitoyl-L-aspartate C(CCCCCCCCCCCCCCC)(=O)N[C@@H](CC(=O)[O-])C(=O)[O-].[Na+].[Na+].[C@@H]12CC(C[C@H]2C1)OC1=NC(=NC=C1C(=O)N[C@H](\C=C\S(=O)(=O)C)C)C(C)(C)C